FC(OC1=C(C=CC(=C1)F)[C@@H]1C(O[C@@]([C@@H]1C)(C(F)(F)F)C)C(=O)NC1=CC(=NC=C1)C(=O)N)F |r| rac-(3R,4R,5S)-4-[[3-[2-(difluoromethoxy)-4-fluoro-phenyl]-4,5-dimethyl-5-(trifluoromethyl)tetrahydrofuran-2-carbonyl]amino]pyridine-2-carboxamide